(1-methyl-2-oxo-5-(trifluoromethyl)-1,2-dihydropyridin-3-yl)carbamic acid CN1C(C(=CC(=C1)C(F)(F)F)NC(O)=O)=O